ethyl 4-chloro-8-oxo-1,3,5,11-tetrazatetracyclo[8.7.0.02,7.012,17]heptadeca-2,4,6,9,12(17),13,15-heptaene-9-carboxylate ClC=1N=C2N3C=4C=CC=CC4NC3=C(C(C2=CN1)=O)C(=O)OCC